CC1=C(C=C(C=C1)NC(C1=CC(=NC=C1)C(F)(F)F)=O)C1=CC=C2CCC3(CCOCC3)OC2=C1 N-(4-methyl-3-(2',3',5',6'-tetrahydrospiro[chromane-2,4'-pyran]-7-yl)phenyl)-2-(trifluoromethyl)isonicotinamide